Methyl-(2S,3R,4S)-1-acetyl-4-azido-2-ethyl-3-methyl-1,2,3,4-tetrahydroquinoline-6-carboxylate COC(=O)C=1C=C2[C@H]([C@@H]([C@@H](N(C2=CC1)C(C)=O)CC)C)N=[N+]=[N-]